3-(4-cyano-phenyl)-oxaziridine-2-carboxylic acid tert-butyl ester C(C)(C)(C)OC(=O)N1OC1C1=CC=C(C=C1)C#N